C(C)(C)(C)OC(NCCOCCOCCN)=O 2-[2-(2-aminoethoxy)ethoxy]ethyl-carbamic acid tert-butyl ester